C(C)C=1OC(=CC1C(=O)OCC)CC ethyl 2,5-diethylfuran-3-carboxylate